C1(CCC1)OC=1C=2N(C=C(C1)C(=O)NC1=NC=CC=C1)C=C(N2)[C@]21CO[C@](CC2)(C1)C 8-cyclobutoxy-2-((1R,4S)-1-methyl-2-oxabicyclo[2.2.1]heptan-4-yl)-N-(pyridin-2-yl)imidazo[1,2-a]pyridine-6-carboxamide